C1(=CC=CC2=CC=CC=C12)[C@@H](C)NC(=O)C1=C(C=CC=C1)CCC(=O)NNC(/C=C/C(=O)OC)=O methyl (R,E)-4-(2-(3-(2-((1-(naphthalen-1-yl)ethyl)carbamoyl)-phenyl)propanoyl)hydrazineyl)-4-oxobut-2-enoate